BrC1=C(N(N=C1)C)CNCCN(C(OC(C)(C)C)=O)C tert-butyl N-[2-[(4-bromo-2-methyl-pyrazol-3-yl) methyl-amino] ethyl]-N-methyl-carbamate